N=1C=CN2C1SC=1C2=NC=CC1 imidazo[2',1':2,3]thiazolo[4,5-b]pyridine